4-chloro-5-[4-(2-chloro-3-trifluoromethyl-benzyl)-piperazin-1-yl]-benzofuran-2-carboxylic acid ClC1=C(C=CC2=C1C=C(O2)C(=O)O)N2CCN(CC2)CC2=C(C(=CC=C2)C(F)(F)F)Cl